3-pyridineformyl-ammonium 4-methoxybenzyl-(((9H-fluoren-9-yl)methoxy)carbonyl)-L-valinate COC1=CC=C(CN([C@@H](C(C)C)C(=O)[O-])C(=O)OCC2C3=CC=CC=C3C=3C=CC=CC23)C=C1.N1=CC(=CC=C1)C(=O)[NH3+]